3-phenylpyridin-2(1H)-one C1(=CC=CC=C1)C=1C(NC=CC1)=O